COC=1C=C(C=C(C1)OC)C1=CC(=NN1C1=C(C=CC=C1)N1CCCC1)COC(C(=O)O)(C)C 2-([5-(3,5-Dimethoxyphenyl)-1-[2-(pyrrolidin-1-yl)phenyl]-1H-pyrazol-3-yl]methoxy)-2-methylpropanoic acid